tert-butyl N-methyl-N-[trans-3-[7-(4,4,5,5-tetramethyl-1,3,2-dioxaborolan-2-yl)benzimidazol-1-yl]cyclopentyl]carbamate CN(C(OC(C)(C)C)=O)[C@@H]1C[C@H](CC1)N1C=NC2=C1C(=CC=C2)B2OC(C(O2)(C)C)(C)C